3-(4-fluoro-3-methylphenyl)-1-methyl-1-(1-(1-oxo-1,2-dihydroisoquinolin-4-yl)ethyl)urea FC1=C(C=C(C=C1)NC(N(C(C)C1=CNC(C2=CC=CC=C12)=O)C)=O)C